F[C@@H]1CN(CC[C@@H]1OC([2H])([2H])[2H])C1=NC=CC(=N1)NC=1N=CC2=C(C=CC(=C2C1)C(C)C)N1[C@@H]([C@H](C1)CS(=O)(=O)C)C N-{2-[(3R,4S)-3-fluoro-4-(2H3)methoxy-piperidin-1-yl]pyrimidin-4-yl}-8-[(2R,3S)-3-(methanesulfonyl-methyl)-2-methylazetidin-1-yl]-5-(propan-2-yl)isoquinolin-3-amine